N1CC(C1)N1N=C(N=N1)CN1N=C(C(=C1)NC(=O)C=1C=NN2C1N=CC=C2)C2=C(C=CC(=C2)Cl)OC(F)F N-[1-[[2-(azetidin-3-yl)tetrazol-5-yl]methyl]-3-[5-chloro-2-(difluoromethoxy)phenyl]pyrazol-4-yl]pyrazolo[1,5-a]pyrimidine-3-carboxamide